O=C1N(C=CC=C1)CC1=CC=C(CN2N=CC(=N2)C(=O)O)C=C1 2-(4-((2-oxopyridin-1(2H)-yl)methyl)benzyl)-2H-1,2,3-triazole-4-carboxylic acid